C(C)C(CP(OCC(CCCC)CC)(OCC(CCCC)CC)=O)CCCC di(2-ethylhexyl) 2-ethylhexylphosphonate